CN1N=CC=2C(=CC=CC12)C(=O)NCC1=NOCC1 3-((1-methyl-1H-indazole-4-carboxamido)methyl)-4,5-dihydroisoxazole